ClC=1C=C(C=CC1)[C@@H]1[C@H]([C@H]1C)C(=O)NC1=NC=NC(=C1)NCC=1N=C2N(C=C(C=C2)C2CC2)C1 (1S,2S,3S)-2-(3-chlorophenyl)-N-(6-(((6-cyclopropylimidazo[1,2-a]pyridin-2-yl)methyl)amino)pyrimidin-4-yl)-3-methylcyclopropane-1-carboxamide